N-(2-((R)-4-Cyanothiazolidin-3-yl)-2-oxoethyl)-6-((S)-3-methyl-morpholino)quinoline-4-carboxamide C(#N)[C@H]1N(CSC1)C(CNC(=O)C1=CC=NC2=CC=C(C=C12)N1[C@H](COCC1)C)=O